2-((1s,2s)-1-(2-cyanophenyl)-1-(1-methyl-1H-pyrazol-4-yl)propan-2-yl)-1-ethyl-5-hydroxy-N-(isoxazol-4-yl)-6-oxo-1,6-dihydropyrimidine-4-carboxamide C(#N)C1=C(C=CC=C1)[C@H]([C@H](C)C=1N(C(C(=C(N1)C(=O)NC=1C=NOC1)O)=O)CC)C=1C=NN(C1)C